O=C1NC=2C=C(C=CC2C2=C1COC2)C(=O)OC methyl 4-oxo-1,3,4,5-tetrahydrofuro[3,4-c]quinoline-7-carboxylate